BrC=1C(=C(C=CC1)C1=NC(=NC(=N1)C1=CC=CC=C1)C1=CC=C(C=C1)N1C(=NC2=C1C=CC=C2)C2=CC=CC=C2)Cl 1-(4-(4-(3-bromo-2-chlorophenyl)-6-phenyl-1,3,5-triazin-2-yl)phenyl)-2-phenyl-1H-benzo[d]imidazole